FC1(CCN(CC1)C1=NC(=CC(=C1)N1C=NC(=C1)C1=C(C=C(C=C1)NS(=O)(=O)CCO)N1CCC2(CC2)CC1)C)F N-(4-(1-(2-(4,4-difluoropiperidin-1-yl)-6-methylpyridin-4-yl)-1H-imidazol-4-yl)-3-(6-azaspiro[2.5]octan-6-yl)phenyl)-2-hydroxyethane-1-sulfonamide